BrC1=CC(=C(C2=C1C=CS2)/N=C/N(C)C)C(=O)C=2C1=CN(N=C1C(=CC2)F)C2OCCCC2 (E)-N'-[4-bromo-6-[7-fluoro-2-(oxan-2-yl)indazole-4-carbonyl]-1-benzothiophen-7-yl]-N,N-dimethylmethanimidamide